N1(CCOCC1)C=1N=C2N(C=CC=C2)C1 (morpholin-4-yl)imidazo[1,2-a]pyridin